N-((R)-1-(3-(difluoromethyl)-2-fluorophenyl)ethyl)-1-((S)-2,2-dimethyltetrahydro-2H-pyran-4-yl)-4-((1-methylpiperidin-4-yl)amino)-6-oxo-1,6-dihydropyridine-3-carboxamide FC(C=1C(=C(C=CC1)[C@@H](C)NC(=O)C1=CN(C(C=C1NC1CCN(CC1)C)=O)[C@@H]1CC(OCC1)(C)C)F)F